Cl.CS(=O)(=O)C1=CC=C(C=C1)CNC(CC)=O N-[(4-methanesulfonylphenyl)methyl]propanamide hydrochloride